CC1CCN(CC1)C(=O)C1(CCC1)C 4-methyl-1-(1-methylcyclobutane-1-carbonyl)piperidin